C(CCC)N1C(N(C(CC1=O)=O)C1CCC(CC1)CN1C(N(C(C1(C)C)=O)C)=O)=O 1-butyl-3-((1s,4s)-4-((3,5,5-trimethyl-2,4-dioxoimidazolidin-1-yl)methyl)cyclohexyl)pyrimidine-2,4,6(1H,3H,5H)-trione